1-((4r,6s)-6-((4-methoxy-5-(quinolin-6-yl)pyrrolo[2,1-f][1,2,4]triazin-2-yl)amino)-1-azaspiro[3.3]heptan-1-yl)ethan-1-one COC1=NC(=NN2C1=C(C=C2)C=2C=C1C=CC=NC1=CC2)NC2CC1(CCN1C(C)=O)C2